FC=1C=C(C=C(C1)F)C1CC=NN1C(=O)C12CC(C1)(C2)CN2N=CC(=C2)OC (5-(3,5-difluorophenyl)-4,5-dihydro-1H-pyrazol-1-yl)(3-((4-methoxy-1H-pyrazol-1-yl)methyl)bicyclo[1.1.1]-pentan-1-yl)methanone